ClC=1C=C(C=CC1)C(C(=O)N1[C@@H]2CC([C@H]([C@H]1C(=O)N[C@H](C[C@@H]1C(NCC1)=O)C(CF)=O)CC2)(F)F)(F)F (1S,3S,4S)-2-(2-(3-chlorophenyl)-2,2-difluoroacetyl)-5,5-difluoro-N-((R)-4-fluoro-3-oxo-1-((R)-2-oxopyrrolidin-3-yl)butan-2-yl)-2-azabicyclo[2.2.2]octane-3-carboxamide